3-(((6-(2-chloro-2'-methyl-3'-((2-methylpyrido[3,2-d]pyrimidin-4-yl)amino)-[1,1'-biphenyl]-3-yl)-2-methoxypyridin-3-yl)methyl)amino)-2,2-dimethylpropionamide ClC1=C(C=CC=C1C1=CC=C(C(=N1)OC)CNCC(C(=O)N)(C)C)C1=C(C(=CC=C1)NC=1C2=C(N=C(N1)C)C=CC=N2)C